C(C)(C)(C)OC(NC1=C2C=NC(=NC2=C(C=C1)C1=C(C=CC=C1C)F)NC1=CC=C2CCN(CC2=C1)C)=O (8-(2-Fluoro-6-methylphenyl)-2-((2-methyl-1,2,3,4-tetrahydroisoquinolin-7-yl)amino)quinazolin-5-yl)carbamic acid tert-butyl ester